perfluoropyruvic acid fluorine [F].FC(C(C(=O)O)=O)(F)F